N1C=NC2=C1C=CC=C2C=2CN(CC2)C(=O)OC(C)(C)C tert-butyl 3-(1H-benzo[d]imidazol-4-yl)-2,5-dihydro-1H-pyrrole-1-carboxylate